1,1,2,3,3-Pentafluoro-3-(perfluoropropoxy)prop-1-ene FC(=C(C(OC(C(C(F)(F)F)(F)F)(F)F)(F)F)F)F